CC(C[C@@H](C=O)NC([C@H](C)NC([C@H](CCC(=O)OC(C)(C)C)NC([C@H](C(CC)C)NC(=O)OCC1=CC=CC=C1)=O)=O)=O)C tert-butyl (4S)-5-[[(2S)-1-[[(2S)-4-methyl-1-oxopentan-2-yl]amino]-1-oxopropan-2-yl]amino]-4-[[(2S)-3-methyl-2-(phenylmethoxycarbonylamino)pentanoyl]amino]-5-oxopentanoate